(S)-2-((2-((R)-4-(difluoromethyl)-2-carbonylthiazolidin-3-yl)-8-fluoro-5,6-dihydrobenzo[f]imidazo[1,2-d][1,4]oxazepin-9-yl)amino)-3-methoxypropionamide FC([C@H]1N(C(SC1)=C=O)C=1N=C2N(CCOC3=C2C=CC(=C3F)N[C@H](C(=O)N)COC)C1)F